(R)-N-(3-(2-(3-(cyclopropylsulfonyl)-2-fluorophenylamino)-5-methylpyrimidin-4-yl)-1H-indol-7-yl)-2-(4-methylpiperazin-1-yl)propionamide C1(CC1)S(=O)(=O)C=1C(=C(C=CC1)NC1=NC=C(C(=N1)C1=CNC2=C(C=CC=C12)NC([C@@H](C)N1CCN(CC1)C)=O)C)F